COC1=CC=2N(C=C1NC(C)=O)C(=CN2)C2=CC=CC=C2 N-(7-methoxy-3-phenylimidazo[1,2-a]pyridin-6-yl)acetamide